BrC=1C=C2C(N(C(C2=CC1)(C1=CC=C(C=C1)Cl)OCC(=O)N(C)C)C1=CC=C(C=C1)Cl)=O ((5-bromo-2-(4-chlorophenyl)-1-(4-chlorophenyl)-3-oxoisoindolin-1-yl)oxy)-N,N-dimethylacetamide